Phenylendiamine C1(=C(C=CC=C1)N)N